L-4-hydroxynonenal OC(C=CC=O)CCCCC